5-[[2-[(2S,5R)-2-(5-Acetamido-2-thienyl)-5-methyl-1-piperidyl]-2-oxo-acetyl]amino]pyridine-3-carboxamide C(C)(=O)NC1=CC=C(S1)[C@H]1N(C[C@@H](CC1)C)C(C(=O)NC=1C=C(C=NC1)C(=O)N)=O